pentanylcarbamate C(CCCC)NC([O-])=O